CC1(OB(OC1(C)C)C1=CC(=NC=C1)CNC(OC(C)(C)C)=O)C tert-butyl (4-(4,4,5,5-tetramethyl-1,3,2-dioxaborolan-2-yl)pyridin-2-yl)methylcarbamate